ClC=1C(=CC2=C(C[C@](O2)(C2=CC=CC=C2)CN(C(OC(C)(C)C)=O)C)C1C1=C(C(=CC=C1C(NC)=O)OCCOC1OCCCC1)F)F tert-butyl (((2S,4S)-5-chloro-6-fluoro-4-(2-fluoro-6-(methylcarbamoyl)-3-(2-((tetrahydro-2H-pyran-2-yl)oxy)ethoxy)phenyl)-2-phenyl-2,3-dihydrobenzofuran-2-yl)methyl)(methyl)carbamate